4-(2,5-Dihydro-1H-pyrrol-3-yl)-1-methyl-N-[(1R)-1-(1-naphthyl)ethyl]pyrrole-2-carboxamide Hydrochloride Salt Cl.N1CC(=CC1)C=1C=C(N(C1)C)C(=O)N[C@H](C)C1=CC=CC2=CC=CC=C12